6-(1-benzyl-3-(trifluoromethyl)pyrrolidin-3-yl)-4-chloro-2-methyl-2,6-dihydropyrido[3,4-d]pyridazine-1,7-dione C(C1=CC=CC=C1)N1CC(CC1)(C(F)(F)F)N1C=C2C(=NN(C(C2=CC1=O)=O)C)Cl